N-[(3R,4S)-1-(3,3-difluorocyclobutanecarbonyl)-4-fluoropyrrolidin-3-yl]-4-fluorobenzamide FC1(CC(C1)C(=O)N1C[C@H]([C@H](C1)F)NC(C1=CC=C(C=C1)F)=O)F